butyl N-[[2-(6-cyclopropylpyrazin-2-yl)-1,6-naphthyridin-7-yl]methyl]carbamate C1(CC1)C1=CN=CC(=N1)C1=NC2=CC(=NC=C2C=C1)CNC(OCCCC)=O